C(C)(C)(C)OC(=O)N1C[C@@H]2N(C=3N=CC=C(C3CC2)C(NC)=O)CC1 (R)-4-(methylcarbamoyl)-6a,7,9,10-tetrahydro-5H-pyrazino[1,2-a][1,8]Naphthyridine-8(6H)-carboxylic acid tert-butyl ester